(S)-N-((R)-1-(4-chlorophenyl)-2,2,2-trifluoroethyl)-2-methylmorpholine-4-sulfonamide ClC1=CC=C(C=C1)[C@H](C(F)(F)F)NS(=O)(=O)N1C[C@@H](OCC1)C